OC=1C(NC(=CC1C(=O)OCC)C)=O ethyl 3-hydroxy-6-methyl-2-oxo-1,2-dihydropyridine-4-carboxylate